COC1=C(C(=CC=C1)OC)N1C(=NC=2C1=NC=CN2)C2=NC(=CC=C2)OCC (2,6-Dimethoxyphenyl)-2-(6-ethoxypyridin-2-yl)-1H-imidazo[4,5-b]pyrazine